N1C=CC2=CC(=CC=C12)CNC1=CN=C2C(=N1)N=C(C=C2)N2CCOCC2 N-(1H-indol-5-ylmethyl)-6-(morpholin-4-yl)pyrido[2,3-b]pyrazin-3-amine